C(#N)C(C)(C)N(C=O)N=NNC=O 2-cyano-2-propylazoformamide